ethyl 2-(furan-2-ylmethylene)-3-(1,3-dioxolan-2-yl)-propionate O1C(=CC=C1)C=C(C(=O)OCC)CC1OCCO1